tetrabutylammonium tert-butyl-{4-[(2-{[(2S,5R)-7-oxo-6-(sulfooxy)-1,6-diazabicyclo[3.2.1]oct-2-yl]carbonyl}hydrazinyl)carbonyl]phenyl}carbamate C(C)(C)(C)N(C([O-])=O)C1=CC=C(C=C1)C(=O)NNC(=O)[C@H]1N2C(N([C@H](CC1)C2)OS(=O)(=O)O)=O.C(CCC)[N+](CCCC)(CCCC)CCCC